C(=O)O.CN(C(=O)C=1C=CC=C2C(=CNC12)NC1=NC2=C(N1)C=CC(=C2)OC2=CC=CC=C2)C N,N-dimethyl-3-[(5-phenoxy-1H-benzo[d]imidazol-2-yl)amino]-1H-indole-7-carboxamide formate